C(C)(C)(C)OC(CCCCC(=O)OC(C)(C)C)=O adipic acid di-tert-butyl ester